O=C1C(=C(C1=O)NC1=C(C(=NC=C1)C(=O)N(C)C)O)N[C@@H]1C(CCC=2N=C(SC21)C)(C)C (R)-4-((3,4-dioxo-2-((2,6,6-trimethyl-4,5,6,7-tetrahydrobenzo[d]thiazol-7-yl)amino)cyclobut-1-en-1-yl)amino)-3-hydroxy-N,N-dimethylpicolinamide